2-HYDROXY-3,5-DIIODOBENZOIC ACID OC1=C(C(=O)O)C=C(C=C1I)I